3,5-dichloro-4-((3-methoxy-1-((2-(trimethylsilyl)ethoxy)methyl)-1H-indazol-5-yl)oxy)aniline ClC=1C=C(N)C=C(C1OC=1C=C2C(=NN(C2=CC1)COCC[Si](C)(C)C)OC)Cl